ClC1=C(C=C(C=C1)F)C1NC(C2=C3C(=CC(=C12)NC(=O)N1C[C@](C2=CC(=CC=C12)F)(C(F)(F)F)O)OC(O3)(F)F)=O |o1:22| rel-(3R)-N-(6-(2-chloro-5-fluorophenyl)-2,2-difluoro-8-oxo-7,8-dihydro-6H-[1,3]dioxolo[4,5-e]isoindol-5-yl)-5-fluoro-3-hydroxy-3-(trifluoromethyl)indoline-1-carboxamide